C1(=CC=CC=C1)[C@@H]1[C@@H](NC1)C(=O)O (2R,3S)-3-phenylazetidine-2-carboxylic acid